BrC=1C=NC(=NC1)C1=NC=CC=C1 5-bromo-2-(pyridin-2-yl)pyrimidine